CN1C=NC(=C1C1=CC2=C(N=CS2)C=C1)C=1C=C(C=CC1)C 6-(1-Methyl-4-(m-tolyl)-1H-imidazol-5-yl)benzo[d]thiazole